C(C(C)C)N(C1CCC(CC1)N1C(NC2=C1C=C(C(=C2)C=2C=C(C=1N(C2)N=CN1)OC)C(C)C)=O)CC(C)C 1-((1R,4R)-4-(Diisobutylamino)cyclohexyl)-6-isopropyl-5-(8-methoxy-[1,2,4]triazolo[1,5-a]pyridin-6-yl)-1,3-dihydro-2H-benzo[d]imidazol-2-on